[NH4+].S(=O)(=O)([O-])[O-].C1(=CC=CC=C1)OC=CC1=CC=CC=C1.[NH4+] styryl phenyl ether sulfate ammonium salt